3,7-dicumylphenothiazine C(C)(C)(C1=CC=CC=C1)C=1C=CC=2NC3=CC=C(C=C3SC2C1)C(C)(C)C1=CC=CC=C1